(1-methyl-1H-1,2,4-triazole-3-yl)methylamine hydrochloride Cl.CN1N=C(N=C1)CN